2-(3,3-dimethylbut-1-yn-1-yl)aniline CC(C#CC1=C(N)C=CC=C1)(C)C